COC1=CC=C(C=C1)C(C)NC1=NC=C(C=N1)C1=NOC(=N1)C(F)(F)F N-[1-(4-methoxyphenyl)ethyl]-5-[5-(trifluoromethyl)-1,2,4-oxadiazol-3-yl]pyrimidin-2-amine